(R)-6-(2-hydroxy-2-(3-(trifluoromethyl)phenyl)acetyl)-2-(1-phenylcyclopropyl)-3,5,6,7,8,9-hexahydro-4H-pyrimido[5,4-c]azepin-4-one O[C@@H](C(=O)N1CC2=C(CCC1)N=C(NC2=O)C2(CC2)C2=CC=CC=C2)C2=CC(=CC=C2)C(F)(F)F